FC1(CN(CC1)C1=NC=CC(=C1NC(=O)N1CC2(C1)CCN(CC2)C(=O)OC(C)(C)C)C2=C(C=CC=C2)F)F tert-butyl 2-((2-(3,3-difluoropyrrolidin-1-yl)-4-(2-fluorophenyl)pyridin-3-yl)carbamoyl)-2,7-diazaspiro[3.5]nonane-7-carboxylate